6-((1-hydroxy-3-methoxy-2-methylpropan-2-yl)amino)-N-(6-((R)-2-methylmorpholino)pyridin-2-yl)-2-(6-azaspiro[2.5]octan-6-yl)nicotinamide OCC(COC)(C)NC1=NC(=C(C(=O)NC2=NC(=CC=C2)N2C[C@H](OCC2)C)C=C1)N1CCC2(CC2)CC1